N-[2-(1H-Indol-3-yl)Ethyl]-2-(5-Methoxypyridin-3-yl)-5H,6H,7H,8H-Pyrido[3,4-d]Pyrimidin-4-Amine N1C=C(C2=CC=CC=C12)CCNC=1C2=C(N=C(N1)C=1C=NC=C(C1)OC)CNCC2